3-(2-methyl-4-oxo-5-((4-((3-(pyrrolidin-1-yl)azetidin-1-yl)methyl)benzyl)amino)quinazolin-3(4H)-yl)piperidine-2,6-dione CC1=NC2=CC=CC(=C2C(N1C1C(NC(CC1)=O)=O)=O)NCC1=CC=C(C=C1)CN1CC(C1)N1CCCC1